[4-[(1-benzyloxycarbonyl-4-piperidyl)methyl]-4-fluoro-1-piperidyl]acetic acid C(C1=CC=CC=C1)OC(=O)N1CCC(CC1)CC1(CCN(CC1)CC(=O)O)F